N-(4-Methyl-3-{4-[5-(4-methyl-isoxazol-5-yl)-pyridin-3-yl]-pyrimidin-2-ylamino}-phenyl)-4-(1-methyl-pyrrolidin-3-yl)-benzamide CC1=C(C=C(C=C1)NC(C1=CC=C(C=C1)C1CN(CC1)C)=O)NC1=NC=CC(=N1)C=1C=NC=C(C1)C1=C(C=NO1)C